Bis(4-(tert-butyl)phenyl)(3,3'-di-tert-butyl-5,5'-dimethoxy-2'-((4,4,5,5-tetraphenyl-1,3,2-dioxaphospholan-2-yl)oxy)-[1,1'-biphenyl]-2-yl)phosphit C(C)(C)(C)C1=CC=C(C=C1)C1=C(C(=C(C(=C1C1=C(C(=CC(=C1)OC)C(C)(C)C)OP1OC(C(O1)(C1=CC=CC=C1)C1=CC=CC=C1)(C1=CC=CC=C1)C1=CC=CC=C1)P([O-])([O-])[O-])C(C)(C)C)C1=CC=C(C=C1)C(C)(C)C)OC